O[C@H]1C[C@H](CCC1)N(C1=C2C(=NC=C1C(=O)OCC)NC=C2)C ethyl 4-(((1S,3R)-3-hydroxycyclohexyl)(methyl)amino)-1H-pyrrolo[2,3-b]pyridine-5-carboxylate